4-chloro-6-(phenyl-d5)-1,3,5-triazine ClC1=NC=NC(=N1)C1=C(C(=C(C(=C1[2H])[2H])[2H])[2H])[2H]